O1COC2=C1C=CC(=C2)N(C(C#C)=O)C(C(=O)NCC2=CC=CC=C2)C2=CC=CC=C2 N-(Benzo[d][1,3]dioxol-5-yl)-N-(2-(benzylamino)-2-oxo-1-phenylethyl)-propiolamide